C(C)(C)(C)OC(=O)N(N)C1=CC=C(C=C1)CN1[C@H](COCC1)C (S)-1-(4-((3-methylmorpholino)methyl)phenyl)hydrazinecarboxylic acid tert-butyl ester